3,7-Diethylphenoxazine C(C)C=1C=CC=2NC3=CC=C(C=C3OC2C1)CC